4-cyano-methoxyphenylboronic acid C(#N)C1=CC(=C(C=C1)B(O)O)OC